BrC1=C(C(=C(C=C1)OC)OC)\C=C\C1=CC(=C(C=C1)OC)OC (E)-1-bromo-2-(3,4-dimethoxystyryl)-3,4-dimethoxybenzene